ClC1=CC=C(C=C1)CN1N=C(N=C1)C(=O)N[C@@H]1C(N(C=2N(CC1)N=C(C2)C2CC2)C)=O |r| 1-[(4-chlorophenyl)methyl]-N-[rac-(6S)-2-cyclopropyl-4-methyl-5-oxo-7,8-dihydro-6H-pyrazolo[1,5-a][1,3]diazepin-6-yl]-1,2,4-triazole-3-carboxamide